3-(tributylstannyl)-4-((2-(trimethylsilyl)ethoxy)methoxy)pyridine C(CCC)[Sn](C=1C=NC=CC1OCOCC[Si](C)(C)C)(CCCC)CCCC